BrC1=CC=C2C(=NN(C(C2=C1)=O)CC(=O)OC)C=O methyl 2-(7-bromo-4-formyl-1-oxophthalazin-2(1H)-yl)acetate